C(C)(C)(C)OC(N[C@@H](CO)C(C)(C)C)=O (R)-(1-hydroxy-3,3-dimethylbut-2-yl)carbamic acid tert-butyl ester